The molecule is an amino acid amide that is methylglycinamide with an acetyl group substituent on the amino group. It is an amino acid amide and a glycine derivative. It derives from a glycinamide. CC(=O)NCC(=O)NC